2-(3-bromo-2-Methylphenyl)-6-(difluoromethoxy)benzo[d]oxazole-5-carboxylate BrC=1C(=C(C=CC1)C=1OC2=C(N1)C=C(C(=C2)OC(F)F)C(=O)[O-])C